Racemic-benzyl (1-(4-hexyl-2,5-dimethoxyphenyl)propan-2-yl)carbamate C(CCCCC)C1=CC(=C(C=C1OC)C[C@@H](C)NC(OCC1=CC=CC=C1)=O)OC |r|